Dimethyl (2-oxooct-5-yn-1-yl)phosphonate O=C(CP(OC)(OC)=O)CCC#CCC